rac-N-{(1R,6S)-2,2-difluoro-6-[4-(propan-2-yl)piperazin-1-yl]cyclohexyl}-4-(pyrimidin-2-yl)piperidine-1-carboxamide FC1([C@@H]([C@H](CCC1)N1CCN(CC1)C(C)C)NC(=O)N1CCC(CC1)C1=NC=CC=N1)F |r|